2''-(difluoromethyl)-3-fluoro-5''-methoxy-2-oxo-2H-[1,2':4',4''-terpyridine] FC(C1=NC=C(C(=C1)C1=CC(=NC=C1)N1C(C(=CC=C1)F)=O)OC)F